ClC1=CC=C(C(=N1)[C@@H]1[C@H](C1)C(=O)OCC)C#N |r| rac-ethyl (1S*,2S*)-2-(6-chloro-3-cyanopyridin-2-yl)cyclopropane-1-carboxylate